2-tert-butyl-4-adamantyl-bromobenzene phosphorus chloride hydrochloride Cl.P(Cl)(Cl)Cl.C(C)(C)(C)C1=C(C=CC(=C1)C12CC3CC(CC(C1)C3)C2)Br